C(C)(C)(C)OC(=O)N1C[C@H](N(CC1)C(C1=CC=C(C=C1)F)C1=CC=C(C=C1)F)CC (R)-4-(bis(4-fluorophenyl)methyl)-3-ethylpiperazine-1-carboxylic acid tert-butyl ester